Cl.C12CN(CC(CC1)N2)C2=C1C(=NC=C2)NC(=C1)C=1C=NN(C1)C 4-(3,8-diazabicyclo[3.2.1]octan-3-yl)-2-(1-methyl-1H-pyrazol-4-yl)-1H-pyrrolo[2,3-b]pyridine hydrochloride